C(#N)C[C@@H]1N(CCN(C1)C1=NC(=NC2=C(C(=CC=C12)C1=CC=CC2=CC=CC(=C12)C#C[Si](C(C)C)(C(C)C)C(C)C)F)OCC12CCCN2CCC1)C(=O)OC(C)(C)C tert-butyl (S)-2-(cyanomethyl)-4-(8-fluoro-2-((tetrahydro-1H-pyrrolizin-7a(5H)-yl)methoxy)-7-(8-((triisopropylsilyl)ethynyl)naphth-1-yl)quinazolin-4-yl)piperazine-1-carboxylate